3-(difluoromethyl)-9-methyl-8-oxo-3,4,7-triazatricyclo[12.3.1.02,6]Octadeca-1(18),2(6),4,14,16-pentaene-16-carbonitrile FC(N1C=2C=3C=C(C=C(CCCCC(C(NC2C=N1)=O)C)C3)C#N)F